1-(tetrahydro-2H-pyran-4-yl)quinazoline O1CCC(CC1)N1CN=CC2=CC=CC=C12